N12C[C@@H](C(CC1)CC2)N (R)-quinuclidin-3-amine